C[C@H](CCCC(C)C)[C@H]1CC[C@@H]2[C@@]1(CC[C@H]3[C@H]2CC=C4[C@@]3(CCC(C4)OC(=O)NCCN(C)C)C)C Cholesteryl N-(2-dimethylaminoethyl)carbamate